(2R,5S)-2-[3-(4-chlorophenyl)phenyl]-5-[(2-methoxyethylamino)methyl]-1,4-thiazepan-3-one ClC1=CC=C(C=C1)C=1C=C(C=CC1)[C@H]1SCC[C@H](NC1=O)CNCCOC